5-{2-amino-[1,2,4]triazolo[1,5-a]pyridin-7-yl}-N-{[2-(cyclohexylmethoxy)phenyl]methyl}-2-methyl-pyridine-3-carboxamide NC1=NN2C(C=C(C=C2)C=2C=C(C(=NC2)C)C(=O)NCC2=C(C=CC=C2)OCC2CCCCC2)=N1